OCCN(CCCCCC(OCCCCCCCCCCC)=O)C(C(=O)[O-])CCCCCC ((2-hydroxy ethyl) (6-oxo 6-(undecyloxy)hexyl)amino)octanoate